CC1=NC=C(C=N1)NC(O[C@H](C)[C@H](C)OC1=CC2=C(N=C(S2)C=2C=C(C=C3C=C(C=NC23)OCC)Cl)C=C1F)=O (2R,3S)-3-((2-(6-chloro-3-ethoxyquinolin-8-yl)-5-fluorobenzo[d]thiazol-6-yl)oxy)butan-2-yl (2-methylpyrimidin-5-yl)carbamate